(S)-(4-(3-(2,4-Difluoro-3-hydroxy-5-(trifluoromethyl)phenyl)-1-methyl-1H-pyrazolo[3,4-d]pyrimidin-6-yl)morpholin-3-yl)(piperidin-1-yl)methanone FC1=C(C=C(C(=C1O)F)C(F)(F)F)C1=NN(C2=NC(=NC=C21)N2[C@@H](COCC2)C(=O)N2CCCCC2)C